(4-bicyclo[4.2.0]oct-1,3,5-trienyl)methanol C12=CC=C(C=C2CC1)CO